C(C)N1N=C(C=C1CN1C=NC2=C1C=C(C=C2)C(=O)O)C 1-((1-ethyl-3-methyl-1H-pyrazol-5-yl)methyl)-1H-benzo[d]imidazole-6-carboxylic acid